FC1=CC=C(C=C1)N1C(C(=C(C=C1C)C)C(=O)O)=O 1-(4-fluorophenyl)-4,6-dimethyl-2-oxo-1,2-dihydropyridine-3-carboxylic acid